C(C)NC(NC1=C(C(=NC=N1)CN1CCC(CC1)C=1C=CC(=NC1F)C(=O)NC)F)=O 5-(1-((6-(3-ethylureido)-5-fluoropyrimidin-4-yl)methyl)piperidin-4-yl)-6-fluoro-N-methylpicolinamide